C(C=C)NCCCCNCC=C 1,4-Bis(allylamino)butane